CC1=C(C=C(C(=C1)SC1=CC(=CC=C1)OC(C(F)(F)F)(F)F)C)N=CN(C)CC N'-(2,5-Dimethyl-4-{[3-(pentafluoroethoxy)phenyl]sulfanyl}phenyl)-N-ethyl-N-methylimidoformamide